C(C)OC(=O)[C@H]1CC[C@H]2N1CCNC2=O.BrCCCOC2=C(C=CC=C2)OCCCBr o-di(bromopropoxy)benzene ethyl-(6R,8aR)-1-oxooctahydropyrrolo[1,2-a]pyrazine-6-carboxylate